C(#N)[C@H]1[C@@H](COCC1)NC1=NC(=NC=C1C)NC1C2=C(B(O1)O)C(=CC=C2)C#N ((4-(((Trans)-4-cyanotetrahydro-2H-pyran-3-yl)amino)-5-methylpyrimidin-2-yl)amino)-1-hydroxy-1,3-dihydrobenzo[c][1,2]oxaborole-7-carbonitrile